N1NCC2CC=CC=C12 tetrahydro-1H-indazole